FC(C(=O)O)(F)F.NCCC1=C(C=C(C=C1)NC1=NC=2N(C(=C1)NC1CC1)N=CC2C#N)C[S@](=O)C |r| (±)-5-((4-(2-Aminoethyl)-3-((methylsulfinyl)methyl)phenyl)amino)-7-(cyclopropylamino)pyrazolo[1,5-a]pyrimidine-3-carbonitrile monotrifluoroacetic acid salt